E-nonenal C(\C=C\CCCCCC)=O